C(C)(C)(C)C1=CC=C(C(=N1)OC1=C(C=C(C=C1C)C)C)C(=O)NS(=O)(=O)C1=CC=NC=C1 6-tert-Butyl-N-(4-pyridylsulfonyl)-2-(2,4,6-trimethylphenoxy)pyridin-3-carboxamid